2-(1-(1-methyl-3-(o-tolyl)-1H-indazole-7-carbonyl)piperidin-4-yl)isoindolin-1-one CN1N=C(C2=CC=CC(=C12)C(=O)N1CCC(CC1)N1C(C2=CC=CC=C2C1)=O)C1=C(C=CC=C1)C